O=C1NC(CC[C@H]1N1C(N(C2=C1C=CC=C2C2CCN(CC2)CC2CCC(CC2)N2N=C1C=C(C(=CC1=C2)NC(=O)C2=NC(=CC=C2)C(F)(F)F)C)C)=O)=O N-[2-[4-[[4-[1-[(3R)-2,6-dioxo-3-piperidinyl]-3-methyl-2-oxo-benzimidazol-4-yl]-1-piperidinyl]methyl]cyclohexyl]-6-methyl-indazol-5-yl]-6-(trifluoromethyl)pyridine-2-carboxamide